CC1=CCCC(C1C=O)C 2,4-dimethyl-cyclohexene-3-carboaldehyde